N-(4-((3S,4R)-4-amino-3-fluoropiperidin-1-yl)-5-(1-(difluoromethyl)-1H-pyrazol-4-yl)pyridin-2-yl)-2-(2-fluoro-6-methoxyphenyl)pyrimidin-4-amine hydrochloride Cl.N[C@H]1[C@H](CN(CC1)C1=CC(=NC=C1C=1C=NN(C1)C(F)F)NC1=NC(=NC=C1)C1=C(C=CC=C1OC)F)F